O=C1NC(CCC1N1CC=2C(C1=O)=CSC2CNC(NC2=C(SC=C2)C(=O)OC)=O)=O methyl 3-(3-((5-(2,6-dioxopiperidin-3-yl)-4-oxo-5,6-dihydro-4H-thieno[3,4-c]pyrrol-1-yl)methyl)ureido)thiophene-2-carboxylate